dimethyl-5-nitroso-pyrimidine CC1=C(C(=NC=N1)C)N=O